CN(C1=CC=C2C(=CC(OC2=C1)=O)CC(=O)O)C 7-dimethylamino-coumarin-4-acetic acid